BrC1=CC=2N(C=C1)C(=NN2)C(=O)NC=2C=C(C=NC2C)NC(C[C@H]2N(CCC2)C(=O)OC(C)(C)C)=O (S)-tert-butyl 2-(2-((5-(7-bromo-[1,2,4]triazolo[4,3-a]pyridine-3-carboxamido)-6-methylpyridin-3-yl)amino)-2-oxoethyl)pyrrolidine-1-carboxylate